CC(C)CC1=CC=C(C=C1)C(C)C(=O)O (+)-Ibuprofen